C(C)C1=NN(C(N1C)=O)C1=CC(=C(C(=O)NC(CC)CC)C=C1F)OC(C)C(CC)CC 4-(3-Ethyl-4-methyl-5-oxo-4,5-dihydro-1H-1,2,4-triazol-1-yl)-2-[(3-ethylpentan-2-yl)oxy]-5-fluoro-N-(pent-3-yl)benzamide